ClC=1C=C(C=C(C1)Cl)C=1C=C(C(=NC1)C1=NC=C2N=C(N(C2=N1)C)C(F)(F)F)S(=O)(=O)CC 2-(5-(3,5-dichlorophenyl)-3-(ethylsulfonyl)pyridin-2-yl)-9-methyl-8-(trifluoromethyl)-9H-purine